2-isopropyl-6-phenyl-N4-(2-(trifluoromethyl)pyridin-4-yl)-1,3,5-triazine-2,4-diamine C(C)(C)C1(NC(=NC(=N1)NC1=CC(=NC=C1)C(F)(F)F)C1=CC=CC=C1)N